5-((E)-2-ethoxyvinyl)-7-methyl-1H-indole-1-carboxylic acid tert-butyl ester C(C)(C)(C)OC(=O)N1C=CC2=CC(=CC(=C12)C)\C=C\OCC